IC=CCCCCCCCC iododecene